O1C(OCCOCCOC(OCCOCC1)=O)=O 1,3,6,9,11,14-hexaoxacyclohexadecane-2,10-dione